2-(1-acetoxyethyl)-10-benzyl-10H-phenothiazine-5,5-dioxide C(C)(=O)OC(C)C1=CC=2N(C3=CC=CC=C3S(C2C=C1)(=O)=O)CC1=CC=CC=C1